CC/C=C\\C/C=C\\C/C=C\\CCCCCC[C@H](C(=O)[O-])OO The molecule is a hydroperoxy fatty acid anion that is the conjugate base of (R)-2-hydroperoxy-alpha-linolenic acid, obtained by deprotonation of the carboxy group; major species at pH 7.3. It is a long-chain fatty acid anion, a polyunsaturated fatty acid anion, a hydroperoxyoctadecatrienoate, a hydroperoxy polyunsaturated fatty acid anion and a (2R)-2-hydroperoxy fatty acid anion. It derives from an alpha-linolenate. It is a conjugate base of a (R)-2-hydroperoxy-alpha-linolenic acid.